(2S,4S)-1-[2-[4-[(7-chloro-1,8-naphthyridin-3-yl)amino]-1-piperidinyl]acetyl]-4-fluoro-pyrrolidine-2-carbonitrile ClC1=CC=C2C=C(C=NC2=N1)NC1CCN(CC1)CC(=O)N1[C@@H](C[C@@H](C1)F)C#N